3-{[(2-Amino-1-benzofuran-3-yl)carbamoyl]methoxy}propyl (3S,4R)-4-(5-chloro-2-fluoropyridin-3-yl)-4-fluoro-3-methylpiperidine-1-carboxylate ClC=1C=C(C(=NC1)F)[C@@]1([C@H](CN(CC1)C(=O)OCCCOCC(NC1=C(OC2=C1C=CC=C2)N)=O)C)F